OC1C(COCC1)N1CC2=NC(=C(C=C2C1=O)CC=1C=NC(=CC1)C=1C=NN(C1)C)C 6-(4-hydroxytetrahydropyran-3-yl)-2-methyl-3-[6-(1-methyl-1H-pyrazol-4-yl)-pyridin-3-ylmethyl]-6,7-dihydro-pyrrolo[3,4-b]pyridin-5-one